N-methyl-1-(4-(2-tolyl)-4,7-dihydro-5H-thieno[2,3-c]pyran-7-yl)methylamine CNCC1OCC(C2=C1SC=C2)C2=C(C=CC=C2)C